C1(CCCCC1)CCCOC=1C=C(C=CC1)NC1=C(C=C(C(=O)/N=C/2\NCCC(N2)=O)C=C1)C1CC1 4-{[3-(3-cyclohexylpropoxy)phenyl]amino}-3-cyclopropyl-N-[(2E)-4-oxo-1,3-diazinan-2-ylidene]benzamide